tert-Butyl 3-(4-formylphenyl)-1-(trifluoromethyl)-5,6-dihydroimidazo[1,5-a]pyrazine-7(8H)-carboxylate C(=O)C1=CC=C(C=C1)C1=NC(=C2N1CCN(C2)C(=O)OC(C)(C)C)C(F)(F)F